N-(2,4-difluoro-3-(((4-isopropyl-3-methyl-1H-pyrazolo[3,4-b]pyridin-5-yl)oxy)methyl)phenyl)-5-fluoro-2-methoxypyridine-3-sulfonamide FC1=C(C=CC(=C1COC=1C(=C2C(=NC1)NN=C2C)C(C)C)F)NS(=O)(=O)C=2C(=NC=C(C2)F)OC